NO[C@H](C(=O)OC(C)(C)C)COC1=CC=C(C=C1)C=1N(/C(/N(C1)CCCNC(=O)OC(C)(C)C)=N/C(=O)OC(C)(C)C)C (S,E)-tert-butyl 2-(aminooxy)-3-(4-(1-(3-((tert-butoxycarbonyl)amino)propyl)-2-((tert-butoxycarbonyl)imino)-3-methyl-2,3-dihydro-1H-imidazol-4-yl)phenoxy)propanoate